C(C)(=O)[O-].C1(=CC=CC2=CC=CC=C12)C[NH3+] naphthylmethyl-ammonium acetate